(E)-N-(3-(((benzyloxy)carbonyl)oxy)prop-1-en-1-yl)-4-hydroxy-N-methylbutan-1-amine oxide C(C1=CC=CC=C1)OC(=O)OC/C=C/[N+](CCCCO)(C)[O-]